(M)-threonine N[C@@H]([C@H](O)C)C(=O)O